5-(2-fluoro-6-methylphenyl)-3-(4-(3,3,4-trimethylpiperazin-1-yl)phenyl)-1H-pyrazolo[4,3-c]pyridazin-6(5H)-one FC1=C(C(=CC=C1)C)N1N=C2C(=CC1=O)NN=C2C2=CC=C(C=C2)N2CC(N(CC2)C)(C)C